ClC1=C(C=CN=N1)[C@H]1[C@@H](C1)C(F)(F)F 6-chloro-5-(trans-2-(trifluoromethyl)cyclopropyl)pyridazine